C(C)(C)(C)OC(=O)NCCCCCCOCCOCC(=O)O 2-[2-[6-(tert-butoxycarbonylamino)hexoxy]ethoxy]acetic acid